C[C@@H]1CNC(C=2N1C1=C(C2)C=CC(=N1)C(=O)NC=1N=C(N(C1)C)C(N[C@H]1CNCCC1)=O)=O (R)-9-methyl-N-(1-methyl-2-(((R)-piperidin-3-yl)carbamoyl)-1H-imidazol-4-yl)-6-oxo-6,7,8,9-tetrahydropyrido[3',2':4,5]pyrrolo[1,2-a]pyrazine-2-carboxamide